C(#N)C1=C(C=CC=C1)SC=1C=2N(C=C(C1)C=1C=NN(C1C)C1CCC(CC1)N(C)CCO)N=CC2C#N 4-((2-cyanophenyl)thio)-6-(1-((1r,4SR)-4-((2-hydroxyethyl)(methyl)amino)cyclohexyl)-5-methyl-1H-pyrazol-4-yl)pyrazolo[1,5-a]pyridine-3-carbonitrile